N-(8-(4,4-difluoropiperidin-1-yl)-3-methylimidazo[1,5-a]pyrazin-6-yl)-4-(2-hydroxyethylsulfonamido)-2-(6-azaspiro[2.5]octan-6-yl)benzamide FC1(CCN(CC1)C=1C=2N(C=C(N1)NC(C1=C(C=C(C=C1)NS(=O)(=O)CCO)N1CCC3(CC3)CC1)=O)C(=NC2)C)F